CC(CCN1CC2OC=3C=C(N=C(NS(C=4C=CC=C(C(N(CCC1)C2)=O)C4)(=O)=O)N3)C3=C(C=CC=C3C)C)(C)C 18-(3,3-Dimethylbutyl)-12-(2,6-dimethylphenyl)-15-oxa-8λ6-thia-1,9,11,18,23-pentaazatetracyclo[14.5.1.13,7.110,14]tetracosa-3,5,7(24),10,12,14(23)-hexaene-2,8,8-trione